(6-bromo-1-oxoisoindol-2-yl)-2-(2-methoxyphenyl)acetic acid BrC1=CC=C2CN(C(C2=C1)=O)C(C(=O)O)C1=C(C=CC=C1)OC